ClC=1C(=C(CSC=2N=C(C3=C(N2)NC(S3)=O)N[C@@H](CO)C)C=CC1)F (R)-5-((3-chloro-2-fluorobenzyl)thio)-7-((1-hydroxypropan-2-yl)amino)thiazolo[4,5-d]pyrimidin-2(3H)-one